Methyl 4-[3-[2,6-dichloro-4-[1-(1-hydroxy-2-methylpropan-2-yl)pyrazol-4-yl]benzoyl]-2,4-dihydro-1,3-benzoxazin-8-yl]-5-fluoro-2-morpholin-4-ylbenzoate ClC1=C(C(=O)N2COC3=C(C2)C=CC=C3C3=CC(=C(C(=O)OC)C=C3F)N3CCOCC3)C(=CC(=C1)C=1C=NN(C1)C(CO)(C)C)Cl